7-chloro-6-(difluoromethyl)-3,4-dihydro-2H-1,4-benzoxazine ClC1=CC2=C(NCCO2)C=C1C(F)F